5-(imidazo[1,2-a]pyrazin-6-yl)-2-[3-(7-methyl-2,7-diazaspiro[3.5]non-2-yl)-1,2,4-triazin-6-yl]phenol hydrochloride Cl.N=1C=CN2C1C=NC(=C2)C=2C=CC(=C(C2)O)C2=CN=C(N=N2)N2CC1(C2)CCN(CC1)C